tert-butyl (3-((4-cyano-3-fluoro-5-methoxybenzyl)oxy)propyl)carbamate C(#N)C1=C(C=C(COCCCNC(OC(C)(C)C)=O)C=C1OC)F